3-(furan-2-yl)-6-(indolin-1-ylmethyl)-[1,2,4]triazolo[3,4-b][1,3,4]thiadiazole O1C(=CC=C1)C1=NN=C2SC(=NN21)CN2CCC1=CC=CC=C21